C(C)(=O)OCCCCCC(C)C i-octyl acetate